O1C=CC2=C1C=C(C=C2)[C@@H]2N(C[C@H](CC2)C)C(C(=O)NC=2C=C(C=NC2)C(=O)N)=O |r| rac-5-{2-[(2R,5S)-2-(1-Benzofuran-6-yl)-5-methylpiperidin-1-Yl]-2-oxoacetamido}Pyridine-3-carboxamide